8-((2S,6S)-2,6-dimethylmorpholinyl)-3-((R*)-3-hydroxy-3-(trifluoromethyl)pyrrolidine-1-carbonyl)-N-(3-methyloxetan-3-yl)imidazo[1,5-a]pyridine-6-sulfonamide C[C@H]1CN(C[C@@H](O1)C)C=1C=2N(C=C(C1)S(=O)(=O)NC1(COC1)C)C(=NC2)C(=O)N2C[C@](CC2)(C(F)(F)F)O |o1:30|